C(CCCCCCCCCCCCCCC(C)C)(=O)OCC(O)CO glyceryl isostearate